(E)-1-(2-Hydroxy-3,4-bis(methoxymethoxy)phenyl)-3-(4-(3-((tetrahydro-2H-pyran-2-yl)oxy)propyl)phenyl)prop-2-en-1-one OC1=C(C=CC(=C1OCOC)OCOC)C(\C=C\C1=CC=C(C=C1)CCCOC1OCCCC1)=O